NC1=C(C=CC(=C1C)Br)NCCOCCO 2-[2-(2-amino-4-bromo-3-methylphenylamino)ethoxy]ethan-1-ol